ClC1=CC(=C(C(=C1)C)C=1C=CC=2C(=NC(=CN2)[C@H]2CN(CCC2)C(=O)OC(C)(C)C)N1)O tert-butyl (3R)-3-[6-(4-chloro-2-hydroxy-6-methyl-phenyl)pyrido[2,3-b]pyrazin-3-yl]piperidine-1-carboxylate